N-(2,6-dioxopiperidin-3-yl)-2-ethyl-4-methoxybenzamide O=C1NC(CCC1NC(C1=C(C=C(C=C1)OC)CC)=O)=O